tert-butyl (R)-4-(3-(3-(1-aminoethyl)-2-fluorophenyl)-3,3-difluoropropyl)piperidine-1-carboxylate N[C@H](C)C=1C(=C(C=CC1)C(CCC1CCN(CC1)C(=O)OC(C)(C)C)(F)F)F